FC(C(C(F)(F)F)C1=C(C(C(=O)O)=CC=C1)C(=O)O)(F)F.C(C=C)NCC=C diallylamine hexafluoroisopropyl-phthalate